tert-butyl (±)-(9S)-1,9-difluoro-6,7,8,9-tetrahydro-5H-5,8-epiminocyclohepta[c]pyridine-10-carboxylate FC1=NC=CC2=C1[C@@H](C1CCC2N1C(=O)OC(C)(C)C)F